3-bromo-2-(3-cyano-2-methyl-phenyl)pyrazolo[1,5-a]pyrimidine-5-carboxylic acid BrC=1C(=NN2C1N=C(C=C2)C(=O)O)C2=C(C(=CC=C2)C#N)C